3-(4-(methoxymethyl)phenoxy)-N-methylaniline COCC1=CC=C(OC=2C=C(NC)C=CC2)C=C1